1-(3-Bromo-5-fluorophenyl)-N,N-dimethylamine BrC=1C=C(C=C(C1)F)CNC